C(C)(C)(C)OC(=O)N[C@@H]1C2=CC=CC=C2CC12CCN(CC2)C2=NC(=C(C(=N2)C(=O)O)C2=C(C(=CC=C2)Cl)Cl)C 2-((S)-1-((tert-Butoxycarbonyl)amino)-1,3-dihydrospiro[indene-2,4'-piperidine]-1'-yl)-5-(2,3-dichlorophenyl)-6-methylpyrimidine-4-carboxylic acid